[Ir+3].O=C1N(C(CC1)=O)C(C(=O)[O-])C.C(CCCCCCCCCC)(=O)N(C)CC(=O)O.O=C1N(C(CC1)=O)C(C(=O)[O-])C.O=C1N(C(CC1)=O)C(C(=O)[O-])C undecanoyl-sarcosine (2,5-dioxopyrrolidin-1-yl)propionate iridium